FC=1C=C(C=C(C1)F)C(C(=O)N1CC2=C(N=C(NC2=O)C2(CC2)C2=CC(=CC=C2)F)CC1)O 6-(2-(3,5-difluorophenyl)-2-hydroxyacetyl)-2-(1-(3-fluorophenyl)cyclopropyl)-5,6,7,8-tetrahydropyrido[4,3-d]pyrimidin-4(3H)-one